ClC=1N=CC2=CC=CC=C2C1C=C1OC2=C(C1=O)C=CC(=C2)O 2-((3-chloroisoquinolin-4-yl)methylene)-6-hydroxybenzofuran-3(2H)-one